N-[4-[2-(4-aminocyclohexyl)thiazol-5-yl]-3-(tert-butylsulfamoyl)phenyl]carbamic acid isopropyl ester C(C)(C)OC(NC1=CC(=C(C=C1)C1=CN=C(S1)C1CCC(CC1)N)S(NC(C)(C)C)(=O)=O)=O